FC(C1=CC=C(O[C@@H](C=O)C)C=C1)(F)F (R)-2-(4-(trifluoromethyl)phenoxy)propanal